1,5-dimethyl-2-phenyl-1H-imidazole CN1C(=NC=C1C)C1=CC=CC=C1